3-(4,4-difluoroazepan-1-yl)-6-(4-methoxyphenyl)-5-methylpyridazine-4-carboxamide FC1(CCN(CCC1)C=1N=NC(=C(C1C(=O)N)C)C1=CC=C(C=C1)OC)F